ClC1=C(C(=C(C(=C1)N1CCCC1)C#N)C=1N(N=CC1I)CCCCCCCCCCCCCC)F 4-chloro-3-fluoro-2-[4-iodo-2-(tridecylmethyl)pyrazol-3-yl]-6-(tetrahydro-1H-pyrrol-1-yl)benzene-1-carbonitrile